(R)-1-(8-methoxy-9-(2-methyl-2H-tetrazol-5-yl)-1-(2,2,2-trifluoroethyl)-5,6-dihydroimidazo[5,1-a]isoquinoline-3-carbonyl)-2-methylpyrrolidine-2-carbonitrile COC=1C=C2CCN3C(C2=CC1C=1N=NN(N1)C)=C(N=C3C(=O)N3[C@](CCC3)(C#N)C)CC(F)(F)F